2-(1-acryloyl-4-(6-chloro-7-(2-(trifluoromethyl)phenyl)quinazolin-4-yl)piperazin-2-yl)acetonitrile C(C=C)(=O)N1C(CN(CC1)C1=NC=NC2=CC(=C(C=C12)Cl)C1=C(C=CC=C1)C(F)(F)F)CC#N